C(CCCCCCCC)C=1C(=C(C=CC1)NC1=CC=CC=C1)CCCCCCCCC di-nonyl-diphenyl-amine